pentafluorophenyl-phosphonic acid di(pentafluorophenyl) ester FC1=C(C(=C(C(=C1OP(OC1=C(C(=C(C(=C1F)F)F)F)F)(=O)C1=C(C(=C(C(=C1F)F)F)F)F)F)F)F)F